NC1CN(CC12OCCCC2)C2=NC=1CCC(CC1C=C2F)NC(=O)C2=CC1=C(N=N2)N(C=C1Cl)CC N-(2-{4-amino-6-oxa-2-azaspiro[4.5]decan-2-yl}-3-fluoro-5,6,7,8-tetrahydroquinolin-6-yl)-5-chloro-7-ethyl-7H-pyrrolo[2,3-c]pyridazine-3-carboxamide